Cl.CC1(C2CCC(C1)N2)O racemic-2-methyl-7-azabicyclo[2.2.1]heptan-2-ol hydrogen chloride